CC1=CC=NC2=C(C(=CC=C12)C)S(=O)(=O)NC1=C(C=CC=C1)C#CC=1C=CC(=NC1)C(=O)O 5-{2-[2-(4,7-dimethylquinoline-8-sulfonamido)phenyl]ethynyl}pyridine-2-carboxylic acid